(trans)-tert-butyl 3-hydroxycyclobutylcarbamate O[C@@H]1C[C@H](C1)NC(OC(C)(C)C)=O